1-N-dodecylpyridine C(CCCCCCCCCCC)N1CC=CC=C1